C(CC(C)C)C1NCC=2C=CC(=NC2C1)S(=O)(=O)[O-] 7-isopentyl-5,6,7,8-tetrahydro-1,6-naphthyridine-2-sulfonate